6-Chloro-7-methoxy-2-methyl-3-(4-(6-(trifluoromethyl)pyridin-3-yl)phenyl)quinolin-4(1H)-one ClC=1C=C2C(C(=C(NC2=CC1OC)C)C1=CC=C(C=C1)C=1C=NC(=CC1)C(F)(F)F)=O